4H-chromen-4-one 2-(4-acetylphenyl)-7,7-dimethyl-1,3-dioxo-2,3,5,12b-tetrahydro-1h,7h-chromeno[4,3-c][1,2,4]triazolo[1,2-a]pyridazin-10-yl-acetate C(C)(=O)C1=CC=C(C=C1)N1C(N2N(CC=C3C2C=2C=CC(=CC2OC3(C)C)CC(=O)O)C1=O)=O.O1C=CC(C3=CC=CC=C13)=O